(3aR,5aS,9aS,9bR)-3a,6,6,9a-tetramethyl-2,4,5,5a,7,8,9,9b-octahydro-1H-benzo[e][1]-benzofuran C[C@@]12[C@H](CCO1)[C@@]1([C@@H](CC2)C(CCC1)(C)C)C